Cl.ClC=1C(=C2CNCC2=CC1)NC(\C=C\CN(C)C)=O (E)-N-(5-Chloroisoindolin-4-yl)-4-(dimethylamino)but-2-enamide hydrochloride